(S)-2-((tert-butoxycarbonyl)amino)-3-((S)-2-oxopiperidin-3-yl)propanoic acid C(C)(C)(C)OC(=O)N[C@H](C(=O)O)C[C@H]1C(NCCC1)=O